benzyl 4-{3-(cyanomethyl)-3-[4-(7H-pyrrolo[2,3-d]pyrimidin-4-yl)-1H-pyrazol-1-yl]azetidin-1-yl}piperidine-1-carboxylate C(#N)CC1(CN(C1)C1CCN(CC1)C(=O)OCC1=CC=CC=C1)N1N=CC(=C1)C=1C2=C(N=CN1)NC=C2